benzyl 4-[8-[3-(2-hydroxyethoxy)propyl]-7-oxo-2-[(1-tetrahydropyran-2-ylpyrazol-4-yl)amino]pyrido[2,3-d]pyrimidin-6-yl]-8-methyl-2,3-dihydroquinoxaline-1-carboxylate OCCOCCCN1C(C(=CC2=C1N=C(N=C2)NC=2C=NN(C2)C2OCCCC2)N2CCN(C1=C(C=CC=C21)C)C(=O)OCC2=CC=CC=C2)=O